ClC1=C(C(=O)NCC(C2=C(N=CS2)C(F)F)N2CCC(CC2)COC2=NC(=CC=C2)C#N)C(=CC=C1)F 2-Chloro-N-[2-(4-{[(6-cyanopyridin-2-yl)oxy]methyl}piperidin-1-yl)-2-[4-(difluoro-methyl)-1,3-thiazol-5-yl]ethyl]-6-fluorobenzamid